(R)-1-(4-acetyl-2-(3-(2-aminopyrimidin-4-yl)-5-chlorophenyl)piperazin-1-yl)prop-2-en-1-one C(C)(=O)N1C[C@H](N(CC1)C(C=C)=O)C1=CC(=CC(=C1)Cl)C1=NC(=NC=C1)N